CC([C@@H](C(=O)N1[C@@H](C[C@H](C1)O)C(=O)NC)N1N=NC(=C1)CN1C(CCCC1)=O)(C)C (2S,4R)-1-[(2S)-3,3-dimethyl-2-[4-[(2-oxo-1-piperidyl)methyl]triazol-1-yl]butanoyl]-4-hydroxy-N-methyl-pyrrolidine-2-carboxamide